C(C)(C)(C)[Si](C1=CC=CC=C1)(C1=CC=CC=C1)OCC1N(CC1)C1CC1 tert-butyl-[(1-cyclopropylazetidin-2-yl)methoxy]-diphenyl-silane